(2-chloro-6-cyclobutoxypyridin-4-yl)(morpholino)methanone ClC1=NC(=CC(=C1)C(=O)N1CCOCC1)OC1CCC1